Oxo-acetaldehyde O=CC=O